C(\C=C/CCCCCC)OC(CCCC(=O)O)=O (Z)-5-(non-2-en-1-yloxy)-5-oxopentanoic acid